Geranyl Crotonate ((E)-3,7-dimethylocta-2,6-dien-1-yl but-2-enoate) CC(=CC/C(/C(=O)O)=C\C)CCC=C(C)C.C(\C=C\C)(=O)OC\C=C(/C)\CCC=C(C)C